N-[4-bromo-7-(1-methyl-1H-pyrazol-4-yl)-[1,3]thiazolo[4,5-c]pyridin-2-yl]benzamide BrC1=NC=C(C2=C1N=C(S2)NC(C2=CC=CC=C2)=O)C=2C=NN(C2)C